C(#N)C1=NN(C=2[C@@H](CCCC12)OC12CC(C1)(C2)C(=O)O)C2=CC(=C(C=C2)F)O[C@@H](C)C2=CC1=C(OC(O1)(F)F)C=C2 3-[[(7R)-3-cyano-1-[3-[(1S)-1-(2,2-difluoro-1,3-benzodioxol-5-yl)ethoxy]-4-fluoro-phenyl]-4,5,6,7-tetrahydroindazol-7-yl]oxy]bicyclo[1.1.1]pentane-1-carboxylic acid